ClCC1=C2C(=NC(=C1)C(=O)NC1=CC(=CC=C1)C1(CC(C1)CC#N)C1=NN=CN1C)C(CC2)(F)F 4-(chloromethyl)-N-[3-[3-(cyanomethyl)-1-(4-methyl-1,2,4-triazol-3-yl)cyclobutyl]phenyl]-7,7-difluoro-5,6-dihydro-cyclopenta[b]pyridine-2-carboxamide